C(C(C)C)N(C1=NC(=NC(=N1)S)S)CC(C)C 6-(diisobutylamino)-1,3,5-triazine-2,4-dithiol